C(CCC)OCCOCC(=O)Cl 2-butoxyethoxyacetyl chloride